CC1=C(OC2=C1C=CC=C2)C(C)=O 1-(3-methyl-benzofuran-2-yl)-ethanone